NC([C@@](CC(F)(F)F)(C)NC(=O)C1=CC(=C2N1CCC1=CC(=C(C=C21)C=2N=NN(N2)C)OC)CC(C)(F)F)=O (S)-N-(1-amino-4,4,4-trifluoro-2-methyl-1-oxobutan-2-yl)-1-(2,2-difluoropropyl)-8-methoxy-9-(2-methyl-2H-tetrazol-5-yl)-5,6-dihydropyrrolo[2,1-a]isoquinoline-3-carboxamide